(6aR)-8-acryloyl-4-chloro-1-(1,4-dimethyl-1H-pyrazol-5-yl)-3-(2-fluoro-6-hydroxyphenyl)-6,6a,7,8,9,10-hexahydro-12H-pyrazino[2,1-c]pyrido[3,4-f][1,4]oxazepin-12-one C(C=C)(=O)N1C[C@@H]2COC3=C(C(N2CC1)=O)C(=NC(=C3Cl)C3=C(C=CC=C3O)F)C3=C(C=NN3C)C